(R)-5-Chloro-2-((1-(3-(difluoromethyl)-6-fluoro-2-morpholino-4-oxo-3,4-dihydroquinazolin-8-yl)ethyl)amino)benzoic acid ClC=1C=CC(=C(C(=O)O)C1)N[C@H](C)C=1C=C(C=C2C(N(C(=NC12)N1CCOCC1)C(F)F)=O)F